CN(CCOC1=C(C=C(C=C1C)C=1C=C2C(=NC1)NC=C2)C)C 5-(4-(2-(dimethylamino)ethoxy)-3,5-dimethylphenyl)-1H-pyrrolo[2,3-b]pyridine